1-(2,5-dichloropyrimidin-4-yl)-1H-pyrrole-3-carboxylic acid methyl ester COC(=O)C1=CN(C=C1)C1=NC(=NC=C1Cl)Cl